FC(C(N1CC2=C(CC1)NN=C2)=O)(F)C=2C=C(C(=O)NC1=CC(=C(C=C1)F)C)C=CC2F 3-(1,1-difluoro-2-oxo-2-(1,4,6,7-tetrahydro-5H-pyrazolo[4,3-c]pyridin-5-yl)ethyl)-4-fluoro-N-(4-fluoro-3-methylphenyl)benzamide